4-[[4-Fluoro-2-(trifluoromethyl)phenyl](2-methoxy-2-oxoethyl)amino]-5H,6H,7H,8H-pyrido[3,4-d]pyrimidine-7-carboxylic acid tert-butyl ester C(C)(C)(C)OC(=O)N1CC=2N=CN=C(C2CC1)N(CC(=O)OC)C1=C(C=C(C=C1)F)C(F)(F)F